C1(=CC=CC=C1)C1(CC1)C1CC(NC1)C(=O)N 4-(1-phenylcyclopropyl)pyrrolidine-2-carboxamide